ClC1=C(C(=O)Cl)C=C(C(=N1)Cl)Cl 2,5,6-trichloronicotinoyl chloride